C1(=CC=CC=C1)C1=C2C=CC=CC2=C(C2=CC=CC=C12)B(O)O 10-phenyl-9-anthraceneboronic acid